C(#N)C(CN(C(OC(C)(C)C)=O)C1=C(C=CC2=CC=C(C=C12)B1OC(C(O1)(C)C)(C)C)COC)=C tert-butyl N-(2-cyanoallyl)-N-[2-(methoxymethyl)-7-(4,4,5,5-tetramethyl-1,3,2-dioxaborolan-2-yl)-1-naphthyl]carbamate